P(=O)(O)(O)O.O=C[C@@H](O)[C@@H](O)[C@H](O)[C@H](O)CO D-mannose phosphate